6-[4-[acetyl-(ethyl)amino]-3-chloro-phenyl]-N-[(2-methyl-3-pyridinyl)methyl]pyridine-3-carboxamide C(C)(=O)N(C1=C(C=C(C=C1)C1=CC=C(C=N1)C(=O)NCC=1C(=NC=CC1)C)Cl)CC